FC=1C=NC=C(C1N1C(N(C=2C=NC=3C=C(C(=CC3C21)C2=NN(N=C2)C)OC)C)=O)C 1-(3-Fluoro-5-methylpyridin-4-yl)-7-methoxy-3-methyl-8-(2-methyl-2H-1,2,3-triazol-4-yl)-1,3-dihydroimidazo-[4,5-c]quinolin-2-one